ClC1=C(C(=CC=C1)Cl)N1CN(C2=NC(=NC=C2C1)NC1=CC(=C(C=C1)OC1CCN(CC1)C)C)C 3-(2,6-dichlorophenyl)-1-methyl-7-((3-methyl-4-((1-methylpiperidin-4-yl)oxy)phenyl)amino)-2,3-dihydropyrimido[4,5-d]pyrimidine